1-phenyl-ethan-1-ol C1(=CC=CC=C1)C(C)O